CNS(=O)(=O)C1=NC=CC(=C1)NC(=O)C=1C=NC2=CC=CC=C2C1 N-(2-(N-methylsulfamoyl)pyridin-4-yl)quinoline-3-carboxamide